FC(C1=C(C=CC(=C1)Cl)Cl)(F)F 2-trifluoromethyl-1,4-dichlorobenzene